1-ethyl-2,3,3-trimethyl-3H-indol C(C)N1C(C(C2=CC=CC=C12)(C)C)C